5-((4-(5-chloro-2-oxopyridin-1(2H)-yl)phenyl)sulfonyl)-1-(2,6-dimethoxyphenyl)-2-(4-fluorophenyl)-6-hydroxypyrimidin-4(1H)-one ClC=1C=CC(N(C1)C1=CC=C(C=C1)S(=O)(=O)C=1C(N=C(N(C1O)C1=C(C=CC=C1OC)OC)C1=CC=C(C=C1)F)=O)=O